3-methyl-1,2-epoxybutane CC(C1CO1)C